C[Si](CCC)(Cl)Cl 3-(methyldichlorosilyl)propane